perylenenitrile methyl-(2R,6R)-4-(2-(bis(2,4-dimethoxybenzyl)amino)oxazolo[4,5-c]pyridin-7-yl)-6-methylmorpholine-2-carboxylate COC(=O)[C@H]1CN(C[C@H](O1)C)C=1C2=C(C=NC1)N=C(O2)N(CC2=C(C=C(C=C2)OC)OC)CC2=C(C=C(C=C2)OC)OC.C2(=CC=C1C=CC=C3C4=CC=CC5=CC=CC(C2=C13)=C45)C#N